C(C)[Si](OC=1C=CC2=CC3(CC(C12)=O)CC3)(CC)CC ((triethylsilyl)oxy)spiro[cyclopropane-1,5'-inden]-7'(6'H)-one